C(CCCCCCCCC(=O)[O-])(=O)OC1CC(N(C(C1)(C)C)C)(C)C mono(1,2,2,6,6-pentamethyl-4-piperidyl) sebacate